1-((5-chlorothien-2-yl)sulfonyl)azetidine-3-carboxylic acid methyl ester COC(=O)C1CN(C1)S(=O)(=O)C=1SC(=CC1)Cl